C(CCCCCC)N.C(CCCCCC)N.C(C1=CC=C(C(=O)O)C=C1)(=O)O terephthalic acid bis(n-heptylamine) salt